5-(3,4-difluorobenzyl)-N-(1-methyl-6-oxo-1,4,5,6-tetrahydropyridazin-3-yl)picolinamide FC=1C=C(CC=2C=CC(=NC2)C(=O)NC2=NN(C(CC2)=O)C)C=CC1F